2-(3-chloro-2,2-dimethyl-propionylamino)-3-methylbutanol ClCC(C(=O)NC(CO)C(C)C)(C)C